bromophenethylcarbamic acid BrN(C(O)=O)CCC1=CC=CC=C1